1-chloro-3,3,4,4-tetrafluoro-2-methoxycyclobut-1-ene ClC1=C(C(C1(F)F)(F)F)OC